S1C(=NC2=C1C=CC=C2)NC(=O)C2CN(CC2)C#N N-(benzo[d]thiazol-2-yl)-1-cyano-pyrrolidine-3-carboxamide